hydroxy-4-ethoxy-4'-butylbenzophenone OC1=C(C(=O)C2=CC=C(C=C2)CCCC)C=CC(=C1)OCC